2-(4-oxo-4-(6-(5-(trifluoromethyl)pyrimidin-2-yl)-3,6-diazabicyclo[3.1.1]hept-3-yl)butyl)-2H-indazole-7-carboxamide O=C(CCCN1N=C2C(=CC=CC2=C1)C(=O)N)N1CC2N(C(C1)C2)C2=NC=C(C=N2)C(F)(F)F